F[C@H](CCCCN1C[C@@H]([C@H]([C@@H]([C@H](C1)O)O)O)O)COCC=1N=C(SC1)C1=CC=C(C=C1)F (3S,4R,5R,6S)-1-[(5R)-5-fluoro-6-{[2-(4-fluorophenyl)-1,3-thiazol-4-yl]methoxy}hexyl]-3,4,5,6-azepanetetrol